CC(CCCCCC)O 1-methylheptyl alcohol